methyl (5-bromopyridin-2-yl)methylcarbamate BrC=1C=CC(=NC1)CNC(OC)=O